N-(2,4-difluoro-3-(7-fluoro-3-(1H-imidazol-2-yl)-1H-indazol-6-yl)phenyl)-2,5-dimethyl-pyridine-3-sulfonamide FC1=C(C=CC(=C1C1=CC=C2C(=NNC2=C1F)C=1NC=CN1)F)NS(=O)(=O)C=1C(=NC=C(C1)C)C